CS(=O)(=O)N1CC2(CC1)CN(C1=CC=C(C=C1C2)C(F)(F)F)C2=CC=C(C=C2)C(F)(F)F 1'-methylsulfonyl-6-(trifluoromethyl)-1-[4-(trifluoromethyl)phenyl]spiro[2,4-dihydroquinoline-3,3'-pyrrolidine]